C(C)(C)N1CCC(CC1)C1=NN(C(=C1)NC(C1=NC(=CC=C1)C=1C=NSC1)=O)C1=NC=CC=C1 N-(3-(1-isopropylpiperidin-4-yl)-1-(pyridin-2-yl)-1H-pyrazol-5-yl)-6-(isothiazol-4-yl)picolinamide